C(C)(=O)N1CC(C1)C(=O)N1[C@H]([C@H](CCC1)NS(=O)(=O)C)CO[C@@H]1CC[C@@H](CC1)C(C)C N-(cis-1-((1-acetylazetidin-3-yl)carbonyl)-2-(((cis-4-isopropylcyclohexyl)oxy)methyl)-piperidin-3-yl)methanesulfonamide